4,4'-((3'-(trifluoromethyl)-[1,1'-biphenyl]-2,5-diyl)bis(oxy))bis(3-(trifluoromethyl)aniline) FC(C=1C=C(C=CC1)C1=C(C=CC(=C1)OC1=C(C=C(N)C=C1)C(F)(F)F)OC1=C(C=C(N)C=C1)C(F)(F)F)(F)F